bis(3-methyl-6-isocyanatophenyl)disulfide CC=1C=C(C(=CC1)N=C=O)SSC1=CC(=CC=C1N=C=O)C